2-tert-butyl-thioxanthone C(C)(C)(C)C1=CC=2C(C3=CC=CC=C3SC2C=C1)=O